magnesium lithium nickel manganese oxide [O-2].[Mn+2].[Ni+2].[Li+].[Mg+2]